(2S)-2-(((2-(3-chlorophenyl)-2,2-difluoro-1-phenylethoxy)carbonyl)amino)-4,4-difluorobutanoic acid ClC=1C=C(C=CC1)C(C(OC(=O)N[C@H](C(=O)O)CC(F)F)C1=CC=CC=C1)(F)F